2-benzyl-4,4-dimethyl-2-oxazoline C(C1=CC=CC=C1)C=1OCC(N1)(C)C